(S)-(Z)-3-((3-butyl-7-(ethylthio)-5-(4-fluorophenyl)-2-methyl-1,1-dioxido-2,3,4,5-tetrahydro-1,2,5-benzothiadiazepin-8-yl)oxy)-2-fluoroacrylic acid C(CCC)[C@@H]1N(S(C2=C(N(C1)C1=CC=C(C=C1)F)C=C(C(=C2)O\C=C(\C(=O)O)/F)SCC)(=O)=O)C